methanesulfonic acid 2-amino-1-(4-methoxypyridin-2-yl)-2-oxoethyl ester NC(C(C1=NC=CC(=C1)OC)OS(=O)(=O)C)=O